N-((S)-1-(5-(2-Methoxychinolin-3-yl)-1,3,4-oxadiazol-2-yl)-7-oxononyl)-7-oxo-2,6-diazaspiro[3.4]octan-5-carboxamid COC1=NC2=CC=CC=C2C=C1C1=NN=C(O1)[C@H](CCCCCC(CC)=O)NC(=O)C1C2(CNC2)CC(N1)=O